(1S,2R)-2-((S)-5-Chloro-8-((1-methyl-1H-indazol-3-yl)methoxy)-1-((2-oxopyrrolidin-1-yl)methyl)-1,2,3,4-tetrahydroisoquinoline-2-carbonyl)cyclohexane-1-carboxylic acid ClC1=C2CCN([C@@H](C2=C(C=C1)OCC1=NN(C2=CC=CC=C12)C)CN1C(CCC1)=O)C(=O)[C@H]1[C@H](CCCC1)C(=O)O